NC1=NC=C(C=C1O[C@@H](C)C=1C=C(C=CC1)NC(C1=C(C=CC(=C1)C)Cl)=O)Cl (S)-N-(3-(1-((2-amino-5-chloropyridin-3-yl)oxy)ethyl)phenyl)-2-chloro-5-methylbenzamide